(S)-N-(4-(1-aminoethyl)bicyclo[2.2.2]oct-1-yl)-8-chloro-1,7-naphthyridin-2-amine N[C@@H](C)C12CCC(CC1)(CC2)NC2=NC1=C(N=CC=C1C=C2)Cl